3-methyl-3-(cyclohexylmethyl)-5-phenyl-1-(ethylsulfonyl)indoline tert-butyl-4-[4-(8-chloro-7-hydroxy-quinoxalin-2-yl)pyrazol-1-yl]piperidine-1-carboxylate C(C)(C)(C)OC(=O)N1CCC(CC1)N1N=CC(=C1)C1=NC2=C(C(=CC=C2N=C1)O)Cl.CC1(CN(C2=CC=C(C=C12)C1=CC=CC=C1)S(=O)(=O)CC)CC1CCCCC1